O-(4-formyl-2-methoxy-phenyl) N,N-dimethylcarbamothioate CN(C(OC1=C(C=C(C=C1)C=O)OC)=S)C